COC=1C=CC=C2CCO[C@]3(C[C@@H](N[C@@H](C3)C=3N=NN(C3)C)C)C12 (1S,2'S,6'S)-8-methoxy-2'-methyl-6'-(1-methyl-1H-1,2,3-triazol-4-yl)spiro[isochromane-1,4'-piperidine]